FC1=C(C(=O)NC2=CC(=CC=C2)[S@@](=O)NC)C(=CC=C1C(F)(F)F)OC=1C(=NC(=CC1)F)C (R)-2-fluoro-6-((6-fluoro-2-methylpyridin-3-yl)oxy)-N-(3-(S-methylaminosulfinyl)phenyl)-3-(trifluoromethyl)benzamide